6-(6-chloro-4-{3,8-diazabicyclo[3.2.1]octan-3-yl}-8-fluoro-2-[(1-{[(3R)-3-methylmorpholin-4-yl]methyl}cyclopropyl)methoxy]quinazolin-7-yl)-4-methyl-5-(trifluoromethyl)pyridin-2-amine ClC=1C=C2C(=NC(=NC2=C(C1C1=C(C(=CC(=N1)N)C)C(F)(F)F)F)OCC1(CC1)CN1[C@@H](COCC1)C)N1CC2CCC(C1)N2